CC1=C(C=CC=C1C)N1N=C(C=2C=NC=3C=CC(=CC3C21)OC)C=2C=C(C=CC2)N2CCC(CC2)N(C)C 1-{3-[1-(2,3-dimethylphenyl)-8-methoxy-1H-pyrazolo[4,3-c]quinolin-3-yl]phenyl}-N,N-dimethylpiperidin-4-amine